N2-[10-fluoro-2-(3-methoxyphenyl)[1,2,4]triazolo[1,5-c]quinazolin-5-yl]-D-alaninamide FC=1C=2C=3N(C(=NC2C=CC1)N[C@H](C)C(=O)N)N=C(N3)C3=CC(=CC=C3)OC